O(CC1=CC=C(O1)C(=O)O)CC1=CC=C(O1)C(=O)O 5,5'-[oxybis(methylene)]bis[2-furancarboxylic acid]